N-(4-((4-((3-(methylsulfonyl)benzyl)amino)-5-(trifluoromethyl)pyrimidin-2-yl)amino)phenyl)-3,6,9,12-tetraoxatetradecanamide CS(=O)(=O)C=1C=C(CNC2=NC(=NC=C2C(F)(F)F)NC2=CC=C(C=C2)NC(COCCOCCOCCOCC)=O)C=CC1